FC(C=1C(=C(C=CC1)[C@@H](C)NC1=CC=NC2=CC=C(C=C12)[C@]1(CN(CC1)C(C)=O)OC([2H])([2H])[2H])F)F 1-((R)-3-(4-(((R)-1-(3-(difluoromethyl)-2-fluorophenyl)ethyl)amino)quinolin-6-yl)-3-(methoxy-d3)pyrrolidin-1-yl)ethan-1-one